isopropyl (S)-2-amino-6-diazo-5-oxohexanoate N[C@H](C(=O)OC(C)C)CCC(C=[N+]=[N-])=O